2-chloro-4-fluoro-5-(oxetan-3-ylethynyl)pyridine ClC1=NC=C(C(=C1)F)C#CC1COC1